OC=1C=C(C=C(C1)OC)CCC=1C=CC(=C(C1)O)OC 5-[2-(3-hydroxy-5-methoxyphenyl)ethyl]-2-methoxyphenol